[Si](C1=CC=CC=C1)(C1=CC=CC=C1)(C(C)(C)C)OC[C@H]1N(C(C2=CC=3N=CC=CC3N2C1)=O)C1CC1 (12S)-12-[[tert-butyl(diphenyl)silyl]oxymethyl]-11-cyclopropyl-1,6,11-triazatricyclo[7.4.0.02,7]trideca-2(7),3,5,8-tetraen-10-one